4-(aminomethyl)-1-(5-(2-methoxy-4-(1-methoxycyclobutyl)phenyl)imidazo[2,1-b][1,3,4]thiadiazol-2-yl)piperidin-4-ol NCC1(CCN(CC1)C1=NN2C(S1)=NC=C2C2=C(C=C(C=C2)C2(CCC2)OC)OC)O